(6Z,9Z,26Z,29Z)-N,N-dimethylpentatriaconta-6,9,26,29-tetraen-18-amine CN(C(CCCCCCC\C=C/C\C=C/CCCCC)CCCCCCC\C=C/C\C=C/CCCCC)C